ClCC(C(=O)Cl)(C(C)(F)F)C 2-(chloromethyl)-3,3-difluoro-2-methyl-butyryl chloride